5-(4-Fluorophenyl)-N-(6-(4-methylpiperazin-1-yl)-1H-imidazo[4,5-c]pyridin-2-yl)-1,3,4-oxadiazol-2-amine FC1=CC=C(C=C1)C1=NN=C(O1)NC=1NC2=C(C=NC(=C2)N2CCN(CC2)C)N1